(8S,11R,13S,14S,17S)-17-hydroxy-11-(4-((6-hydroxyhexyl)(methyl)amino)-phenyl)-13-methyl-17-(prop-1-yn-1-yl)-1,2,6,7,8,11,12,13,14,15,16,17-dodecahydro-3H-cyclopenta[a]phenanthren-3-one O[C@]1(CC[C@H]2[C@@H]3CCC4=CC(CCC4=C3[C@H](C[C@]12C)C1=CC=C(C=C1)N(C)CCCCCCO)=O)C#CC